4-(4-Fluoro-N-methylbenzamido)-3-methylpiperidine-1-carboxylic acid tert-butyl ester C(C)(C)(C)OC(=O)N1CC(C(CC1)N(C(C1=CC=C(C=C1)F)=O)C)C